Benzyl-[(piperidin-2-yl)methyl]carbamic acid 2-(2-chlorophenyl)-5-hydroxy-8-[(3s,4r)-3-hydroxy-1-methylpiperidin-4-yl]-4-oxo-4H-1-benzopyran-7-yl ester ClC1=C(C=CC=C1)C=1OC2=C(C(C1)=O)C(=CC(=C2[C@@H]2[C@@H](CN(CC2)C)O)OC(N(CC2NCCCC2)CC2=CC=CC=C2)=O)O